C(=O)(O)C1=C(OC2=NC(=NC=N2)Cl)C=CC(=C1)C(=O)O 2,4-biscarboxyphenoxy-6-chloro-s-triazine